1-(1-acetylpiperidin-4-yl)-4-chloro-N-(3-fluoro-5-(thiophen-2-ylethynyl)pyridin-2-yl)-1H-pyrazole-5-carboxamide C(C)(=O)N1CCC(CC1)N1N=CC(=C1C(=O)NC1=NC=C(C=C1F)C#CC=1SC=CC1)Cl